1-bromo-3-chloro-5-(methoxymethoxy)-2-methylbenzene BrC1=C(C(=CC(=C1)OCOC)Cl)C